N,N-dicyanoethyl-cyclohexylamine C(#N)N(C#N)C1(CCCCC1)CC